CS(=O)(=O)O.N[C@H](C(=O)OCC1=CC=CC=C1)CCCCNC(=O)OC(C)(C)C benzyl (2S)-2-amino-6-(tert-butoxycarbonylamino)hexanoate methanesulfonic acid salt